2,4'-diaminodiphenylmethane C1=CC=C(C(=C1)CC2=CC=C(C=C2)N)N